C1=C(C=CC2=CC=CC=C12)S 2-naphthalenethiol